C1(CC1)S(=O)(=O)N1CCC(=CC1)C1=CC2=C(N=CN=C2C=2C(=NN(C2)C2S(CC2)(=O)=O)C2=CC=C(C=C2)F)O1 [4-{6-[1-(cyclopropanesulfonyl)-1,2,3,6-tetrahydropyridin-4-yl]furo[2,3-d]pyrimidin-4-yl}-3-(4-fluorophenyl)-1H-pyrazol-1-yl]-1λ6-thietane-1,1-dione